4-(6-methoxy-4-(methylamino)pyridin-3-yl)butyric acid hydrochloride Cl.COC1=CC(=C(C=N1)CCCC(=O)O)NC